C(C)OC1=CC=C(C=C1)C1=CN=CC(=N1)C(=O)N/N=C/C1=CC(=CC(=C1)OC)F (E)-6-(4-ethoxyphenyl)-N'-(3-fluoro-5-methoxybenzylidene)pyrazine-2-carbohydrazide